(4-methyl-2-phenylpiperazin-1-yl)methanone dimethyl-glutarate (dimethyl-glutarate) CC(CC(=O)O)(CC(=O)O)C.COC(CCCC(=O)OC)=O.CN1CC(N(CC1)C=O)C1=CC=CC=C1